6-((2-(2,6-dioxopiperidin-3-yl)-1,3-dioxoisoindolin-4-yl)amino)hexanamide O=C1NC(CCC1N1C(C2=CC=CC(=C2C1=O)NCCCCCC(=O)N)=O)=O